FC(C1=NC(=NC(=N1)C(F)(F)F)N1[C@H](C=2NC3=CC=C(C=C3C2CC1)Cl)C[C@H]1COCC=C1)(F)F (1S)-2-[4,6-bis(trifluoromethyl)-1,3,5-triazin-2-yl]-6-chloro-1-{[(3R)-3,6-dihydro-2H-pyran-3-yl]methyl}-2,3,4,9-tetrahydro-1H-pyrido[3,4-b]indole